3-(difluoromethyl)-1H-pyrazol-5-ol FC(C1=NNC(=C1)O)F